FC1=C(C=C(C=C1)C1(CC1)NC[C@H]1N(CC1)C(=O)OC(C)(C)C)C(F)(F)F.CN(CCN(CCN(C)C)C)C N,N,N',N'',N''-Pentamethyl diethylenetriamine tert-butyl (S)-2-(((1-(4-fluoro-3-(trifluoromethyl)phenyl)cyclopropyl)amino)methyl)azetidine-1-carboxylate